(R)-N-(((S)-7-hydroxy-2-methyl-1,2,3,4-tetrahydroisoquinolin-3-yl)methyl)-3-phenylbutyramide OC1=CC=C2C[C@H](N(CC2=C1)C)CNC(C[C@@H](C)C1=CC=CC=C1)=O